OC=1C=CC2=C(SC(=C2C=O)C2=CC=C(C=C2)O)C1 (6-hydroxy-2-(4-hydroxyphenyl)benzo[b]thiophen-3-yl)methanone